2-(6-{methyl-[(3S)-piperidin-3-yl]amino}[1,3]thiazolo[4,5-c]pyridazin-3-yl)-5-(1H-pyrazol-4-yl)phenol dihydrochloride Cl.Cl.CN(C=1SC2=C(N=NC(=C2)C2=C(C=C(C=C2)C=2C=NNC2)O)N1)[C@@H]1CNCCC1